neodymium-iron-boron zinc-nickel [Ni].[Zn].[B].[Fe].[Nd]